C(=CCCCCC)C([O-])C.C1CCCC1 cyclopentane heptenyl-ethoxide